4,6-dichloro-5-cyano-N-methylpicolinamide ClC1=CC(=NC(=C1C#N)Cl)C(=O)NC